N-[rac-(2R,3R)-2-Cyclobutyl-1-[1-(4-fluorophenyl)-1H-indazol-5-yl]-pyrrolidin-3-yl]-carbamic acid tert-butyl ester C(C)(C)(C)OC(N[C@H]1[C@H](N(CC1)C=1C=C2C=NN(C2=CC1)C1=CC=C(C=C1)F)C1CCC1)=O |r|